The molecule is a docosenoic acid having a cis- double bond at C-13. It is found particularly in brassicas - it is a major component of mustard and rapeseed oils and is produced by broccoli, Brussels sprouts, kale, and wallflowers. It is a conjugate acid of an erucate. CCCCCCCC/C=C\\CCCCCCCCCCCC(=O)O